FC=1C=C(C=CC1NC1=NC=C(C(=N1)N1C[C@@](CCC1)(C)O)C(F)(F)F)S(=O)(=O)Cl 3-Fluoro-4-[[4-[(3S)-3-hydroxy-3-methyl-1-piperidyl]-5-(trifluoromethyl)pyrimidin-2-yl]amino]benzenesulfonyl chloride